C(C=C)OC=1C=C(OCC(=O)NC=2C=C3C=CC=NC3=CC2)C=CC1 2-(3-(Allyloxy)phenoxy)-N-(6-quinolinyl)acetamide